C(C)C=1C=C(C(N2C=C(C=CC12)B1OC(C(O1)(C)C)(C)C)=O)C(=O)O[C@@H](CO[Si](C)(C)C(C)(C)C)COCCCCCCCCCCCCCCCCCC (2R)-1-[tert-butyl-(dimethyl)silyl]Oxy-3-octadecyloxy-propan-2-ol ethyl-4-oxo-7-(4,4,5,5-tetramethyl-1,3,2-dioxaborolan-2-yl)-4H-quinolizine-3-carboxylate